pyrrolo[3,2-b]pyridine-5-carbonitrile N1=CC=C2NC(=CC=C21)C#N